N-methyl-3-(1-(2,2,2-trifluoroethyl)-1H-imidazol-4-yl)-1-(4-(trifluoromethyl)phenyl)-1H-indole-5-sulfonamide CNS(=O)(=O)C=1C=C2C(=CN(C2=CC1)C1=CC=C(C=C1)C(F)(F)F)C=1N=CN(C1)CC(F)(F)F